FC1=C(CC2=NC3=C(N2CCOC)C=C(C=C3)C(=O)NS(=O)(=O)C3CC3)C(=CC=C1)F 2,6-difluorobenzyl-N-(cyclopropylsulfonyl)-1-(2-methoxyethyl)-1H-benzo[d]Imidazole-6-carboxamide